FC1=C(C(=CC2=C1C[C@@H](O2)CNCCC2(CCCC2)CO)O)N2CC(NS2(=O)=O)=O 5-{(2R)-4-fluoro-6-hydroxy-2-[({2-[1-(hydroxymethyl)cyclopentyl]ethyl}amino)methyl]-2,3-dihydro-1-benzofuran-5-yl}-1λ6,2,5-thiadiazolidine-1,1,3-trione